C(CCCCCCCCCCC)C=1C=C(SC1)C=1SC=C(C1)CCCCCCCCCCCC 4,4'-bis(dodecyl)-2,2'-bithiophene